C(C1=CC=CC=C1)OCOC1C2(CCCC1CC2)CO (8-((benzyloxy)methoxy)bicyclo[3.2.1]octan-1-yl)methanol